C(C=C)C1(C(C(=C(O)C(=C1)Cl)O)CCC(=O)O)CCC(=O)O.C(=C)OCC1=CSC=C1 3-((vinyloxy)methyl)thiophene 4-allyl-6-chlorocatecholdipropionate